C(C)(=O)OC(C(Cl)(Cl)Cl)C1=CC=CC=C1 2,2,2-trichloro-1-phenylethyl acetate